BrC=1C(NC2=CC(=NC=C2C1)Cl)NN (2Z)-3-bromo-7-chloro-2-hydrazino-1H-1,6-naphthyridine